C(C1=CC=CC=C1)N1N=C(C=C1)C1=C(C=NC(=C1)C1=CC=C(C=C1)F)C=1CN(CC1)C(=O)OC(C)(C)C tert-butyl 3-(4-(1-benzyl-1H-pyrazol-3-yl)-6-(4-fluorophenyl)pyridin-3-yl)-2,5-dihydro-1H-pyrrole-1-carboxylate